CC1=CC=C2C(=N1)NC=C2C2=CC=1N(C=C2)N=CC1C(=O)NC1CCN(CC1)C 5-(6-methyl-1H-pyrrolo[2,3-b]pyridin-3-yl)-N-(1-methylpiperidin-4-yl)pyrazolo[1,5-a]pyridine-3-carboxamide